ClC=1C=C2C(=NC1)OC(=N2)C2CC1(CC(C1)NC(=O)C=1OC(=CC1)[S@](=O)(=N)C1CC1)C2 (Ra)-N-[6-(6-chlorooxazolo[5,4-b]pyridin-2-yl)spiro[3.3]heptan-2-yl]-5-[(S)-cyclopropylsulfonimidoyl]furan-2-carboxamide